C(C)(C)(C)OC(=O)N1[C@@H](CN([C@H](C1)C)C=1C=2C(N(C(C1)=O)C)=CNN2)CC (2R,5S)-2-ethyl-5-methyl-4-(4-methyl-5-oxo-4,5-dihydro-2H-pyrazolo[4,3-b]pyridin-7-yl)piperazine-1-carboxylic acid tert-butyl ester